COC(=O)C1=CC=2C(=NC=CC2)O1 furo[2,3-b]pyridine-2-carboxylic acid methyl ester